O=C1NC2=CC=CC=C2C1=CC=1NC=C(C1CCC(=O)O)C 2-[(1,2-dihydro-2-oxo-3H-indol-3-ylidene)methyl]-4-methyl-1H-pyrrole-3-propanoic acid